ethyl (E)-4-[5-(3-chloro-10,11-dihydro-5H-dibenzo[b,f]azepin-5-yl)pentylamino]but-2-enoate maleate C(\C=C/C(=O)O)(=O)O.ClC=1C=CC2=C(N(C3=C(CC2)C=CC=C3)CCCCCNC/C=C/C(=O)OCC)C1